C(CCCCC)C(CCCCCC)N1C(C=2C=CN=C3C2C(C1=O)=CC=C3O)=O 5-(1-hexylheptyl)-9-hydroxy-4H-benzo[de][2,6]naphthyridine-4,6(5H)-dione